C(C)C=1C(=C(N)C=CC1)OC 3-ETHYL-2-METHOXYANILINE